ClC=1C=C(C=CC1)CS(=O)(=O)NC1=C(C=CC(=C1)C(=O)N1CCC(CC1)C1=CC=C(C=C1)OC1=NC=C(C=C1)C(F)(F)F)N1CCN(CC1)CC 1-(3-chlorophenyl)-N-(2-(4-ethylpiperazin-1-yl)-5-(4-(4-((5-(trifluoromethyl)pyridin-2-yl)oxy)-phenyl)piperidine-1-carbonyl)phenyl)methanesulfonamide